Methylpyrazole-5-Formaldehyde CC1=NNC(=C1)C=O